methyl 4-((2,6-bis(benzyloxy)-5-nitropyrimidin-4-yl)methyl)chroman-4-carboxylate C(C1=CC=CC=C1)OC1=NC(=C(C(=N1)CC1(CCOC2=CC=CC=C12)C(=O)OC)[N+](=O)[O-])OCC1=CC=CC=C1